4H-pyrazolo[4,3-c]pyridin N1=NC=C2CN=CC=C21